C[C@H]1NC(C=2SC3=CC=C4N=C(C=CC4=C3C2NC1)C=1C=NC(=CC1)N1CCNCC1)=O (15R)-15-methyl-5-(6-piperazin-1-yl-3-pyridyl)-11-thia-6,14,17-triazatetracyclo[8.8.0.02,7.012,18]octadeca-1,3,5,7,9,12(18)-hexaen-13-one